BrC1=CC=C(C=C1)C1CCN(CC1)C1=C(C=C(N)C=C1)F 4-(4-(4-Bromophenyl)piperidin-1-yl)-3-fluoroaniline